OP(O)OP(O)O.C(CCCCCCCCCCCCCCCCC)C(C(C(O)(CCCCCCCCCCCCCCCCCC)CCCCCCCCCCCCCCCCCC)(CO)CO)O tristearyl-pentaerythritol diphosphite